BrC=1C=C(C=C(C1)Br)[C@@H](C)N (R)-1-(3,5-dibromophenyl)ethan-1-amine